N,N-disalicyl-1,2-propylenediamine C(C=1C(O)=CC=CC1)N(CC(C)N)CC=1C(O)=CC=CC1